methyl 3-(9-((4-(aminomethyl)-2-methylphenyl)carbamoyl)-4,5-dihydrobenzo[b]thieno[2,3-d]oxepin-8-yl)-6-(cyclohexylcarbamoyl)picolinate NCC1=CC(=C(C=C1)NC(=O)C1=CC2=C(OCCC3=C2SC=C3)C=C1C=1C(=NC(=CC1)C(NC1CCCCC1)=O)C(=O)OC)C